C(C)(C)(C)OC(=O)N[C@H](C(=O)N)CC1=CC=C(C=C1)NC(=O)C1CCCCC1 (2S)-2-[(tert-butoxycarbonyl)amino]-3-[4-(cyclohexanecarboxamido)phenyl]Propionamide